4-(6-chloro-7-(2-fluorophenyl)-4-((2S)-2-methyl-4-(2-propenoyl)-1-piperazinyl)-2-oxopyrido[2,3-d]pyrimidin-1(2H)-yl)-3-methyl-5-(2-propanyl)benzoic acid ClC1=CC2=C(N(C(N=C2N2[C@H](CN(CC2)C(C=C)=O)C)=O)C2=C(C=C(C(=O)O)C=C2C(C)C)C)N=C1C1=C(C=CC=C1)F